acrylonitril C(C=C)#N